2-amino-3-methyl-N-((2-oxo-1,2-dihydro-3-pyridinyl)methyl)-N-((5-(trifluoromethyl)-2-pyridinyl)methyl)-6-quinolinecarboxamide NC1=NC2=CC=C(C=C2C=C1C)C(=O)N(CC1=NC=C(C=C1)C(F)(F)F)CC=1C(NC=CC1)=O